C(C)(C)(C)OC(CCC1=CC(=CC=C1)COCC)=O 2-(3-(ethoxymethyl)benzyl)acetic acid tert-butyl ester